1-(4-(5-(difluoromethyl)-1,3,4-oxadiazol-2-yl)-2-fluorobenzyl)-6-fluoro-5-(2-fluorophenyl)-3-(1-methylpiperidin-4-yl)-1,3-dihydro-2H-benzo[d]imidazol-2-one FC(C1=NN=C(O1)C1=CC(=C(CN2C(N(C3=C2C=C(C(=C3)C3=C(C=CC=C3)F)F)C3CCN(CC3)C)=O)C=C1)F)F